3-[(3-amino-2-fluorophenyl)methyl]-2-oxo-2H,3H,4H-pyrido[2,3-e][1,3]oxazin-7-yl N,N-dimethylcarbamate CN(C(OC1=CC2=C(CN(C(O2)=O)CC2=C(C(=CC=C2)N)F)N=C1)=O)C